ClC1=CC2=C(N(C(N=C2N2[C@H](CN(CC2)C(C=C)=O)C)=O)C)N=C1C1=C2C=NNC2=CC=C1C 6-chloro-1-methyl-7-(5-methyl-1H-indazol-4-yl)-4-((2S)-2-methyl-4-(2-propenoyl)-1-piperazinyl)pyrido[2,3-d]pyrimidin-2(1H)-one